[Pd].[Au].[Ag].ClC=1N=CC(=NC1C)CO (5-Chloro-6-methylpyrazin-2-yl)methanol silver-gold-palladium